P(OCCCCCCCCCCCCCCCCCCC#C)(OCO[C@@H](CN1C2=NC=NC(=C2N=C1)N)C)=O.[NH4+] ammonium eicosa-19-yn-1-yl (R)-(((1-(6-amino-9H-purin-9-yl) propan-2-yl) oxy) methyl) phosphonate